BrC=1C(=NNC1C)C(=O)N1CCN(CC1)CC(=O)C1=CC=C(C=C1)F 2-[4-(4-Bromo-5-methyl-1H-pyrazole-3-carbonyl)-piperazin-1-yl]-1-(4-fluoro-phenyl)-ethanone